3-((3-fluoro-4-(1-(2-(4-hydroxypiperidin-4-yl)ethyl)piperidin-4-yl)phenyl)amino)piperidine-2,6-dione FC=1C=C(C=CC1C1CCN(CC1)CCC1(CCNCC1)O)NC1C(NC(CC1)=O)=O